4-(4-fluoro-2-methoxy-phenyl)-2-[1-[2-[2-[2-(4-piperidyloxy)ethoxy]ethoxy]ethyl]-4-piperidyl]-1H-pyrrolo[2,3-b]pyridine FC1=CC(=C(C=C1)C1=C2C(=NC=C1)NC(=C2)C2CCN(CC2)CCOCCOCCOC2CCNCC2)OC